ClC=1C=C(C=CC1Cl)C=1N(C(=CC(C1C(=O)O)=O)CN1N=CC(=C1)S(=O)(=O)C)CC 2-(3,4-dichlorophenyl)-1-ethyl-6-[(4-methylsulfonylpyrazol-1-yl)methyl]-4-oxo-pyridine-3-carboxylic acid